N-[5-(1-hydroxy-1-methyl-ethyl)-2-[4-(hydroxymethyl)-1-piperidyl]-1,3-benzothiazol-6-yl]pyrimidine-4-carboxamide OC(C)(C)C=1C(=CC2=C(N=C(S2)N2CCC(CC2)CO)C1)NC(=O)C1=NC=NC=C1